(2-fluoro-4-(methylsulfonyl)phenyl)boronic acid FC1=C(C=CC(=C1)S(=O)(=O)C)B(O)O